O=C1NC(CCC1N1C(C2=CC=C(C=C2C1=O)N1CCC2(CNC2)CC1)=O)=O 2-(2,6-dioxopiperidin-3-yl)-5-(2,7-diazaspiro[3.5]non-7-yl)isoindoline-1,3-dione